ethyl ((4-(2-((3S,8aR)-7-(3-chloro-2-fluoro-6-(1H-tetrazol-1-yl)phenyl)-5-oxo-1,2,3,5,8,8a-hexahydroindolizin-3-yl)-1H-imidazol-5-yl)-3-fluoropyridin-2-yl)methyl)carbamate ClC=1C(=C(C(=CC1)N1N=NN=C1)C1=CC(N2[C@@H](CC[C@@H]2C1)C=1NC(=CN1)C1=C(C(=NC=C1)CNC(OCC)=O)F)=O)F